6-(Propionyloxy)hexanoic acid C(CC)(=O)OCCCCCC(=O)O